C(C)CC(CC(=O)[O-])=O.[O-]CCCC.[O-]CCCC.[O-]CCCC.[Zr+4] zirconium tri-n-butoxide (ethyl acetoacetate)